C(C)OC1=CC=C(C=N1)CN1CCC2(CC1)COC1=C3CN(C(C3=CC=C12)=O)C1C(NC(CC1)=O)=O 3-(1'-((6-ethoxypyridin-3-yl)methyl)-6-oxo-6,8-dihydro-2H,7H-spiro[furo[2,3-e]isoindole-3,4'-piperidin]-7-yl)piperidine-2,6-dione